COC(C1=CC=CC(=C1)NC(=O)OC1CC1)=O 5-((cyclopropoxycarbonyl)amino)benzoic acid methyl ester